tert-butyl-4-(3,4-difluorophenyl)-3,6-dihydro-2H-pyridine-1-carboxylate C(C)(C)(C)OC(=O)N1CCC(=CC1)C1=CC(=C(C=C1)F)F